3-[5-[2-(2,5-Diazabicyclo[2.2.1]heptan-2-yl)ethyl]-3-methyl-2-oxo-benzimidazol-1-yl]piperidine-2,6-dione C12N(CC(NC1)C2)CCC2=CC1=C(N(C(N1C)=O)C1C(NC(CC1)=O)=O)C=C2